CN1N=CC(=C1C)C1CNC(C2=CC=CC=C12)C 4-(1,5-dimethylpyrazol-4-yl)-1-methyl-1,2,3,4-tetrahydroisoquinoline